1,2,4-trimethylpentene CC=C(CC(C)C)C